eicosanyl glycolate C(CO)(=O)OCCCCCCCCCCCCCCCCCCCC